2-dimethylamino-7-hydroxynaphthalene CN(C1=CC2=CC(=CC=C2C=C1)O)C